ClC=1C=CC(=C(C(=O)N)C1)S(N[C@@H]([C@H](C)C1=C(C(=CC=C1)C)C)C=1OC(NN1)=O)(=O)=O 5-chloro-2-(N-((1S,2R)-2-(2,3-dimethylphenyl)-1-(5-oxo-4,5-dihydro-1,3,4-oxadiazol-2-yl)propyl)sulfamoyl)benzamide